(4-bromo-3-chloro-5-methoxycarbonyl-phenyl)boronic acid BrC1=C(C=C(C=C1C(=O)OC)B(O)O)Cl